p-toluenesulfonic acid o-toluate C=1(C(=CC=CC1)C(=O)O)C.CC1=CC=C(C=C1)S(=O)(=O)O